((2R,7aR)-2-cyclopropoxy-6-methylenetetrahydro-1H-pyrrolizin-7a(5H)-yl)methanol C1(CC1)O[C@@H]1C[C@]2(CC(CN2C1)=C)CO